FC([C@@H]1OCCN(C1)CCCC)F (R)-4-((R)-2-(difluoromethyl)morpholino)butane